C(C)O[Si](CCCCC(CCC)CC(=S)[O-])(OCC)OCC 1-triethoxysilyl-5-octylthioacetate